(S)-(1-amino-1'-(6-amino-5-((2-amino-3-chloropyridin-4-yl)thio)pyrazin-2-yl)-1,3-dihydrospiro[indene-2,4'-piperidin]-6-yl)dimethyl-phosphine oxide N[C@@H]1C2=CC(=CC=C2CC12CCN(CC2)C2=NC(=C(N=C2)SC2=C(C(=NC=C2)N)Cl)N)P(C)(C)=O